FC1(CC(COC1)C(=O)[O-])F 5,5-difluorotetrahydro-2H-pyran-3-carboxylate